2-Isopropoxyphenol C(C)(C)OC1=C(C=CC=C1)O